NC1=NC2=CC(=CC=C2C=C1C(=O)N)CN(C(C)=O)C1=C(C=CC=C1)S(=O)(=O)C 2-amino-7-{[N-(2-methanesulfonylphenyl)acetamido]methyl}quinoline-3-carboxamide